BrCC(=O)C1=C(C=NC=C1)Br 2-bromo-1-(3-bromopyridin-4-yl)ethan-1-one